ethyl (S)-5-(2-(hydroxymethyl)pyrrolidin-1-yl)pentanoate OC[C@H]1N(CCC1)CCCCC(=O)OCC